succinimidyl Iodoacetate ICC(=O)ON1C(CCC1=O)=O